N1CC2(C3=CC=CC=C13)CCC(CC2)C(=O)N spiro[cyclohexane-1,3'-indoline]-4-carboxamide